4-(2-Cyclopropyl-6-{6-[(2-hydroxyethoxy)methyl]-1-oxo-4-(trifluoromethyl)-3H-isoindol-2-yl}pyridin-4-yl)-3-(4-methyl-1,2,4-triazol-3-yl)benzonitrile C1(CC1)C1=NC(=CC(=C1)C1=C(C=C(C#N)C=C1)C1=NN=CN1C)N1C(C2=CC(=CC(=C2C1)C(F)(F)F)COCCO)=O